N-benzyl-2-(4-(4-((p-tolyloxy)methyl)-1H-1,2,3-triazol-1-yl)phenyl)acetamide C(C1=CC=CC=C1)NC(CC1=CC=C(C=C1)N1N=NC(=C1)COC1=CC=C(C=C1)C)=O